ClC=1C(=C(C=CC1)C(C)(C)N)C 2-(3-chloro-2-methylphenyl)propan-2-amine